3,4-dihydro-isoquinoline-2(1H)-carboxamidine C1N(CCC2=CC=CC=C12)C(=N)N